(1R,3S,5R)-2-(2-(4-amino-6-bromo-7-methoxy-9H-pyrimido[4,5-b]indol-9-yl)acetyl)-N-(6-bromopyridin-2-yl)-2-azabicyclo[3.1.0]hexane-3-carboxamide NC1=NC=NC=2N(C3=CC(=C(C=C3C21)Br)OC)CC(=O)N2[C@@H]1C[C@@H]1C[C@H]2C(=O)NC2=NC(=CC=C2)Br